tert-butyl 5-((tert-butoxycarbonyl)(5-cyanopyrazin-2-yl)amino)-3-((1S,3R)-3-hydroxycyclopentyl)-1H-pyrazole-1-carboxylate C(C)(C)(C)OC(=O)N(C1=CC(=NN1C(=O)OC(C)(C)C)[C@@H]1C[C@@H](CC1)O)C1=NC=C(N=C1)C#N